C1CCC2=C(C=CC=C12)NC(C(C)(C)C)=O N-(2,3-dihydro-1H-inden-4-yl)pivaloamide